1,2,4-trimethyl-N-(1-(3-methyl-1,2,4-oxadiazol-5-yl)cyclopropyl)-5-(2-oxo-2-(pyridin-3-ylamino)acetyl)-1H-pyrrole-3-carboxamide CN1C(=C(C(=C1C(C(NC=1C=NC=CC1)=O)=O)C)C(=O)NC1(CC1)C1=NC(=NO1)C)C